N[C@@H]1COCC12CCN(CC2)C=2C(NC(=CN2)SC2=C(C(=NC=C2)Cl)Cl)=O (S)-3-(4-amino-2-oxa-8-azaspiro[4.5]decan-8-yl)-6-((2,3-dichloropyridin-4-yl)thio)pyrazin-2(1H)-one